BrC=1C=C(C=NC1)C(NC(=O)[C@@H]1[C@H]2C([C@H]2CN1C([C@H](C(C)(C)C)NS(=O)(=O)C1=CC=C(C=C1)N(C)C)=O)(C)C)C#N (1R,2S,5S)-N-((5-bromopyridin-3-yl)(cyano)methyl)-3-((S)-2-((4-(dimethylamino)phenyl)sulfonamido)-3,3-dimethylbutanoyl)-6,6-dimethyl-3-azabicyclo[3.1.0]hexane-2-carboxamide